C(C=C(C)C)C1=C(C=2C(C(=COC2C=C1O)C1=CC=C(O)C=C1)=O)O 6-prenylgenistein